(S)-N-(5-chloro-6-(2H-1,2,3-triazol-2-yl)pyridin-3-yl)-3-fluoro-8-methyl-8-(trifluoromethyl)-7,8-dihydro-6H-pyrazolo[1,5-a]pyrrolo[2,3-e]pyrimidine-6-carboxamide ClC=1C=C(C=NC1N1N=CC=N1)NC(=O)N1C[C@@](C2=C1C=NC=1N2N=CC1F)(C(F)(F)F)C